(3-isopropylphenyl)butanal C(C)(C)C=1C=C(C=CC1)C(C=O)CC